C(C)(C)(C)OC([C@@](N)(CCCCNC(=O)OCC1=CC=CC=C1)C([C@@H](NC(=O)OCC1C2=CC=CC=C2C=2C=CC=CC12)CCCCNC(=O)OC(C)(C)C)=O)=O 2-(N2-(((9H-fluoren-9-yl)methoxy)carbonyl)-N6-(t-butoxycarbonyl)-L-lysyl)-N6-((benzyloxy)carbonyl)-L-lysine tert-butyl ester